C(#N)C1=C(C=CC=C1COC=1C=C(C(=C2CCCC12)CN1[C@@H](C[C@H](C1)O)C(=O)O)OCC=1C=NC=C(C1)C#N)C1=CC=CC=C1 (2S,4R)-1-((7-((2-cyano-[1,1'-biphenyl]-3-yl)methoxy)-5-((5-cyanopyridin-3-yl)methoxy)-2,3-dihydro-1H-inden-4-yl)methyl)-4-hydroxypyrrolidine-2-carboxylic acid